C(C=C)OC(CCCCC(=O)OCC=C)=O Diallyladipat